C1(=CC=CC=C1)NN=CC1=C(C=CC=C1)O phenylhydrazono-methyl-phenol